OC(CC1=CC=C(C=C1)CC1=CC=C(C=C1)C(C(C)(C)O)=O)(C)C 2-hydroxy-1-{4-[4-(2-hydroxy-2-methylpropanoyl)benzyl]phenyl}-2-methylpropane